2-[({3-amino-5H-pyrrolo[2,3-b]pyrazin-2-yl}formamido)methyl]6-({1-[(tert-butoxy)carbonyl]piperidin-4-yl}carbamoyl)-1,3-diethyl-1H-1,3-benzodiazol-3-ium NC1=C(N=C2C(=N1)NC=C2)C(=O)NCC2=[N+](C1=C(N2CC)C=C(C=C1)C(NC1CCN(CC1)C(=O)OC(C)(C)C)=O)CC